N-(4-(7-ethoxy-2,2-dimethyl-2,3-dihydrobenzofuran-5-yl)thiazole-2-yl)-3-bromo-1-(3-chloropyridine-2-yl)-5-pyrazoleformamide C(C)OC1=CC(=CC=2CC(OC21)(C)C)C=2N=C(SC2)NC(=O)C2=CC(=NN2C2=NC=CC=C2Cl)Br